6-(4-(1H-pyrazol-4-yl)phenyl)-4-(3-fluoro-5-methoxybenzyl)-4,6-diazaspiro[2.4]heptan-5-one N1N=CC(=C1)C1=CC=C(C=C1)N1C(N(C2(CC2)C1)CC1=CC(=CC(=C1)OC)F)=O